ethyl 3-[(tert-butoxycarbonyl)(prop-2-en-1-yl)amino]propanoate C(C)(C)(C)OC(=O)N(CCC(=O)OCC)CC=C